6-((isobutylamino)methyl)-2-(3-((1r,3r)-3-methoxy-1-(4-methyl-4H-1,2,4-triazol-3-yl)cyclobutyl)phenyl)-4-(trifluoromethyl)isoindolin-1-one C(C(C)C)NCC1=CC(=C2CN(C(C2=C1)=O)C1=CC(=CC=C1)C1(CC(C1)OC)C1=NN=CN1C)C(F)(F)F